C(C)(C)(C)OC(=O)N[C@H](C(=O)OC(C)(C)C)CC(=O)SCCNC(CCNC(=O)[C@@H]1OC(OCC1(C)C)CC1=CC=C(C=C1)OC)=O tert-butyl (2S)-2-((tert-butoxycarbonyl)amino)-4-((2-(3-((4R)-2-(4-methoxybenzyl)-5,5-dimethyl-1,3-dioxane-4-carboxamido)propanamido)ethyl)thio)-4-oxobutanoate